C(#N)CCC(=O)N1CC2(CC2)C(=CC1)C1=C2C(=NC(=C1)NC(=O)C1CC1)NC=C2 N-(4-(5-(3-cyanopropionyl)-5-azaspiro[2.5]oct-7-en-8-yl)-1H-pyrrolo[2,3-b]pyridin-6-yl)cyclopropylcarboxamide